Racemic-tert-butyl (1S,2S,3R,5R)-2-fluoro-3-((5-(2-(methoxymethoxy)-4-(1H-pyrazol-4-yl)phenyl)-1,3,4-thiadiazol-2-yl)(methyl)amino)-8-azabicyclo[3.2.1]octane-8-carboxylate F[C@H]1[C@@H]2CC[C@H](C[C@H]1N(C)C=1SC(=NN1)C1=C(C=C(C=C1)C=1C=NNC1)OCOC)N2C(=O)OC(C)(C)C |r|